OC=1C=NC=C(C1[N+](=O)[O-])C 3-hydroxy-5-methyl-4-nitropyridine